CC1(NC(CC(C1)N)(C)C)C (2,2,6,6-tetramethylpiperidin-4-yl)amin